COC(=O)C1=CN(C=C1)CC 1-ethyl-1H-pyrrole-3-carboxylic acid methyl ester